tert-Butyl 3-(4-((1-aminoethylideneaminooxy)carbonyl)thiazole-2-carbonyl)-7-fluoro-1H-indole-1-carboxylate NC(C)=NOC(=O)C=1N=C(SC1)C(=O)C1=CN(C2=C(C=CC=C12)F)C(=O)OC(C)(C)C